COC1=CC=C(C=C1)C=1N=NC(=C2C1COCC2)N[C@H]2CN(CCC2)C (R)-4-(4-methoxyphenyl)-N-(1-methylpiperidin-3-yl)-7,8-dihydro-5H-pyrano[3,4-d]pyridazin-1-amine